N1(CCCCC1)CCNC(=O)C=1N=COC1 N-(2-(piperidin-1-yl)ethyl)oxazole-4-carboxamide